FC=1C=C(C=C(C1)F)[C@@H]1CC[C@H]2OC3(C(N21)=O)CC(C3)OC=3C=C(C(=O)N)C=CN3 2-(((1r,3R,5'S,7a'R)-5'-(3,5-difluorophenyl)-3'-oxotetrahydro-3'H-spiro[cyclobutane-1,2'-pyrrolo[2,1-b]oxazol]-3-yl)oxy)isonicotinamide